NC([C@H](CCC(=O)O)NC(C1=CC=C(C=C1)\C=C\C(C1=CC=CC=C1)=O)=O)=O (4S)-5-Amino-5-oxo-4-[[4-[(E)-3-oxo-3-phenylprop-1-enyl]benzoyl]amino]pentanoic acid